COC1=C(C=CC=C1)C=1NC=C(N1)C1=CC=C(C=C1)F 2-(2-methoxyphenyl)-4(s)-(4-fluorophenyl)-1H-imidazol